C1(=CC=CC=C1)[C@@H](C)NC1=NC=NC2=CC(=C(C=C12)NC(C=CCN(CCOC)CCOC)=O)OCC1CC1 4-[(R)-(1-phenyl-ethyl)amino]-6-{[4-(N,N-bis-(2-methoxyethyl)-amino)-1-oxo-2-butene-1-yl]amino}-7-cyclopropylmethoxy-quinazoline